C(CCC)NC=1C=2C3=C(C(N(C(C3=CC1)=O)CCNC(OC(C)(C)C)=O)=O)C=C(C2)C2=CC(=CC=C2)C=2N=NC(=NN2)C Tert-butyl (2-(7-(butylamino)-5-(3-(6-methyl-1,2,4,5-tetrazin-3-yl)phenyl)-1,3-dioxo-1H-benzo[de]isoquinolin-2(3H)-yl)ethyl)carbamate